N,N-dibutyl-dithiocarbamic acid silver [Ag].C(CCC)N(C(S)=S)CCCC